(S)-5-amino-4-chloro-2-((3-(2-(4-chlorophenyl)-2-hydroxyethyl)-1,2,4-oxadiazol-5-yl)methyl)pyridazin-3(2H)-one NC1=C(C(N(N=C1)CC1=NC(=NO1)C[C@H](O)C1=CC=C(C=C1)Cl)=O)Cl